[Ir+].ClC1=CCCC=CCC1 chloro(1,5-cyclooctadiene) iridium (I)